ClC=1C=C(C=NC1N1N=CC=N1)NC(=O)[C@@H]1CC(C=2C=3N(N=CC21)C=C(N3)C(F)F)(C)C (R)-N-(5-chloro-6-(2H-1,2,3-triazol-2-yl)pyridin-3-yl)-2-(difluoromethyl)-9,9-dimethyl-8,9-dihydro-7H-cyclopenta[d]imidazo[1,2-b]pyridazine-7-carboxamide